1-(1,2,3,4,4a,5,7,7a-octahydropyrrolo[3,4-b]pyridin-6-yl)prop-2-en-1-one N1C2C(CCC1)CN(C2)C(C=C)=O